(6-(((1S,2S,3R,5R)-2-fluoro-8-azabicyclo[3.2.1]octan-3-yl)(methyl)amino)pyridazin-3-yl)-5-hydroxy-N,N-dimethylbenzofuran-2-carboxamide F[C@H]1[C@@H]2CC[C@H](C[C@H]1N(C1=CC=C(N=N1)C1=C(OC3=C1C=C(C=C3)O)C(=O)N(C)C)C)N2